FC1(C(CN(CC1)C1=NC=2CCC(CC2C(=C1C(=O)NC1=CC(=NC=C1)S(N)(=O)=O)C)(F)F)C)F 2-(4,4-difluoro-3-methylpiperidin-1-yl)-6,6-difluoro-4-methyl-N-(2-sulfamoylpyridin-4-yl)-5,6,7,8-tetrahydroquinoline-3-carboxamide